NC=1C=C(C=CC1F)C(CCC1CC1)(C1=NC(=CC=C1)C#N)N[S@](=O)C(C)(C)C (R)-N-((-)-1-(3-amino-4-fluorophenyl)-1-(6-cyanopyridin-2-yl)-3-cyclopropylpropyl)-2-methylpropan-2-sulfinamide